4-chloro-7-(1-(2-(2-fluorophenyl)-1H-imidazol-5-yl)ethyl)-5-iodo-7H-pyrrolo[2,3-d]pyrimidine ClC=1C2=C(N=CN1)N(C=C2I)C(C)C2=CN=C(N2)C2=C(C=CC=C2)F